C(C1=CC=CC=C1)ON1[C@@H]2CC[C@H](N(C1=O)C2)C(NC)=N (2S,5R)-6-(benzyloxy)-N-methyl-7-oxo-1,6-diazabicyclo[3.2.1]octane-2-carboximidamide